FC1(CCN(CC1)C(=O)C1=CC=C2C=CC(=CC2=C1)C=1C=C2C(=NC1)C(N(C2)C)=O)F 3-(7-(4,4-difluoropiperidine-1-carbonyl)naphthalen-2-yl)-6-methyl-5,6-dihydro-7H-pyrrolo[3,4-b]pyridin-7-one